allyl (6S,6aS)-3-((6-ethoxy-6-oxohexyl)oxy)-6-hydroxy-2-methoxy-12-oxo-6,6a,7,8,9,10-hexahydrobenzo[e]pyrido[1,2-a][1,4]diazepine-5(12H)-carboxylate C(C)OC(CCCCCOC=1C(=CC2=C(N([C@H]([C@H]3N(C2=O)CCCC3)O)C(=O)OCC=C)C1)OC)=O